ClC1=CC(=C(COC2=CC=CC(=N2)N2C[C@@H](NCC2)C)C=C1)F (S)-1-(6-((4-chloro-2-fluorobenzyl)oxy)pyridin-2-yl)-3-methylpiperazine